9-([3-fluoro-1-hydroxy-2-propoxy]methyl)guanine FCC(CO)OCN1C=2N=C(NC(C2N=C1)=O)N